N[C@@H](CS)C(=O)OC(CCCCCCCCCCC)=O.[Na] sodium lauroyl cysteinate